(E)-3-(5,6-dihydroxypyrimidin-4-yl)-4-(4-((4-(morpholinomethyl)phenyl)ethynyl)phenyl)butan-2-one oxime OC=1C(=NC=NC1O)C(/C(/C)=N/O)CC1=CC=C(C=C1)C#CC1=CC=C(C=C1)CN1CCOCC1